1-[4-[[5-(2-methoxyethoxymethyl)-2-phenyl-1H-indol-7-yl]amino]piperidinyl]-1-ethanone COCCOCC=1C=C2C=C(NC2=C(C1)NC1CCN(CC1)C(C)=O)C1=CC=CC=C1